C1(CC1)C1=NC=NC(=C1C1=NN2C(N(C(C=C2)=O)[C@@H](C)C2=CC=C(C=C2)C=2N(C=C(N2)C(F)(F)F)CC)=N1)OC (S)-2-(4-cyclopropyl-6-methoxypyrimidin-5-yl)-4-(1-(4-(1-ethyl-4-(trifluoromethyl)-1H-imidazol-2-yl)phenyl)ethyl)-[1,2,4]triazolo[1,5-a]pyrimidin-5(4H)-one